O[C@@H](CCNC=1C=C(C(NN1)=O)C(F)(F)F)C(N1CCN(CC1)C1=NC=C(C=N1)C(F)(F)F)=O (S)-6-((3-hydroxy-4-oxo-4-(4-(5-(trifluoromethyl)pyrimidin-2-yl)piperazin-1-yl)butyl)amino)-4-(trifluoromethyl)pyridazin-3(2H)-one